CN(C(OC(C)(C)C)=O)C1CC2=C(C(=CS2)C)CC1 tert-butyl N-methyl-N-(3-methyl-4,5,6,7-tetrahydrobenzothiophen-6-yl)carbamate